C(C1=CC=CC=C1)OC1=CC=C(C=C1)S(=O)(=O)NC(C1=C(C=C(C(=C1)C1CC1)OCC1CCCC1)F)=O N-((4-(benzyloxy)phenyl)sulfonyl)-4-(cyclopentylmethoxy)-5-cyclopropyl-2-fluorobenzamide